((cyclopropylsulfonyl)methyl)-5-hydroxyoctahydropentalen C1(CC1)S(=O)(=O)CC1CCC2CC(CC12)O